5-eicosyl-2-((1R,6R)-3-methyl-6-(prop-1-en-2-yl)cyclohex-2-enyl)benzene-1,3-diol C(CCCCCCCCCCCCCCCCCCC)C=1C=C(C(=C(C1)O)[C@@H]1C=C(CC[C@H]1C(=C)C)C)O